COC1=CC(=C(C(=N1)C)NC(\C=C\C1=CC=C2C(=NNC2=C1)C)=O)C (E)-N-(6-methoxy-2,4-dimethylpyridin-3-yl)-3-(3-methyl-1H-indazol-6-yl)acrylamide